C(C)(C)(C)C1(N(CCCCC1)C(=O)O)C=1N(C(=C(N1)C1=CC=C(C=C1)C(NC1=NC=CC(=C1)CC)=O)C(N)=O)N.N1N=NN=C1C1=CC=C(C=C1)C=1C2=CC=C(N2)C(=C2C=CC(C(=C3C=CC(=C(C=4C=CC1N4)C4=CC=C(C=C4)C4=NN=NN4)N3)C3=CC=C(C=C3)C3=NN=NN3)=N2)C2=CC=C(C=C2)C2=NN=NN2 5,10,15,20-tetrakis[4-(1H-tetrazol-5-yl)phenyl]porphyrin tert-butyl-2-(1-amino-5-carbamoyl-4-(4-((4-ethylpyridin-2-yl)carbamoyl)phenyl)-1H-imidazol-2-yl)azepane-1-carboxylate